F[C@H]1CNCC[C@H]1NC1=CC=CC2=C1SC(=C2CC(F)(F)F)C=C2CCC(CC2)NS(=O)(=O)C N-(4-((7-(((3S,4R)-3-fluoropiperidin-4-yl)amino)-3-(2,2,2-trifluoroethyl)benzo[b]thiophen-2-yl)methylene)cyclohexyl)methanesulfonamide